FC=1C=2N(C=C(C1)NC(=O)C1=CC=C(C=3OCOC31)N3CCNCC3)C=C(N2)C N-(8-fluoro-2-methyl-imidazo[1,2-a]pyridin-6-yl)-7-piperazin-1-yl-1,3-benzodioxole-4-carboxamide